BrC1=CC=C(C=C1)C(C(C(=O)OCC)NS(=O)(=O)C1=CC=C(C=C1)C)Br ethyl 3-(4-bromophenyl)-2-(4-methylphenylsulfonylamino)-3-bromopropionate